C1(=CC=CC=C1)C(=C)N1C=NC=C1 1-(1-phenylvinyl)-1H-imidazole